4-(5-amino-1-cyclobutyl-1H-benzo[d]imidazol-2-yl)-6-methoxy-3-methylbenzene-1,2-diol NC1=CC2=C(N(C(=N2)C=2C(=C(C(=C(C2)OC)O)O)C)C2CCC2)C=C1